CC=1C(=C(C=2CC3=CC=CC=C3C2C1)C1=CC=CC=2C3=CC=CC=C3NC12)C (dimethylfluorenyl)carbazole